ClC12C3(C4(C5(C(C3(C2(C5(C4(C1(Cl)Cl)Cl)Cl)Cl)Cl)O)Cl)Cl)Cl 1,2,3,4,6,7,8,9,10,10-decachloro-pentacyclo[5.3.0.02,6.03,9.04,8]decan-5-ol